3-(4-(5-(2-aminoethyl)thiazol-2-yl)-1-oxoisoindolin-2-yl)piperidine-2,6-dione NCCC1=CN=C(S1)C1=C2CN(C(C2=CC=C1)=O)C1C(NC(CC1)=O)=O